N-ethyl-6-{3-[(2-fluoroethyl)(methyl)amino]propoxy}-7-methoxy-1H,2H,3H-cyclopenta[b]quinolin-9-amine C(C)NC1=C2C(=NC=3C=C(C(=CC13)OC)OCCCN(C)CCF)CCC2